1-[5-fluoro-6-(3-methoxy-4-methyl-phenoxy)-3-pyridyl]-3H-imidazo[4,5-c]pyridin-2-one FC=1C=C(C=NC1OC1=CC(=C(C=C1)C)OC)N1C(NC=2C=NC=CC21)=O